C[Ge](C=1C=C(N(C)C)C=CC1)(C=1C=C(N(C)C)C=CC1)C 3,3'-(dimethylgermanediyl)bis(N,N-dimethyl-aniline)